(R)-N-(1-(4-fluorophenyl)ethyl)-5'-((trimethylsilyl)ethynyl)-[3,3'-bipyridin]-6-amine FC1=CC=C(C=C1)[C@@H](C)NC1=CC=C(C=N1)C=1C=NC=C(C1)C#C[Si](C)(C)C